C(C)OC(=O)C1=CSC(=C1)Br 5-bromothiophene-3-carboxylic acid ethyl ester